2-(1-(pentan-3-yl)-5-(quinolin-6-yl)-1H-indol-3-yl)-N-(pyridin-2-ylmethyl)acetamide CCC(CC)N1C=C(C2=CC(=CC=C12)C=1C=C2C=CC=NC2=CC1)CC(=O)NCC1=NC=CC=C1